FC=1C=C(N2N=C(N=CC21)N[C@H]2[C@@H](CN(CC2)S(=O)(=O)C)O)C2=C(C=C(C(=C2)F)F)F (3R,4R)-4-((5-fluoro-7-(2,4,5-trifluorophenyl)pyrrolo[2,1-f][1,2,4]triazin-2-yl)amino)-1-(methylsulfonyl)piperidin-3-ol